CNC(C[C@H]1C[C@H](N(C1)C=1C2=C(N=C(N1)C)C1=C(O2)C=CC=C1)C(=O)O)=O (2S,4R)-4-(2-(methylamino)-2-oxoethyl)-1-(2-methylbenzofuro[3,2-d]pyrimidin-4-yl)pyrrolidine-2-carboxylic acid